CSN1C(NCC=2C1=NC=NC2)=O (methylthio)-3,4-dihydropyrimido[4,5-d]pyrimidin-2(1H)-one